C(C=1C=C(C(N)=C(C1)C)C)C=1C=C(C(N)=C(C1)C)C 4,4'-methylenebis(2,6-xylidine)